4-(4-Amino-6-(4-methacrylamidophenyl)pyrrolo[2,1-f][1,2,4]triazin-5-yl)-N-(2-hydroxy-2-methylpropyl)benzamide NC1=NC=NN2C1=C(C(=C2)C2=CC=C(C=C2)NC(C(=C)C)=O)C2=CC=C(C(=O)NCC(C)(C)O)C=C2